N1=CC=C(C2=CC=CC=C12)NC1=CC=C(C=C1)NC(CCCCC)=O DG-N-[4-(Quinolin-4-ylamino)phenyl]hexanamide